CN(CCCNC(CCCCC)=O)CCCNC(COC1=CC=C(C=C1)C=1NC2=C(N1)C=CC(=C2)C2=NC1=C(N2)C=C(C=C1)N1CCN(CC1)C)=O N-[3-(methyl-{3-[({4-[6-(4-methylpiperazin-1-yl)-1H,3'H-2,5'-bibenzimidazol-2'-yl]phenoxy}acetyl)amino]propyl}amino)propyl]hexanamide